C(C)O\C(\C)=C(/C(=O)OCC)\C(CC)=O ethyl (2Z)-2-(1-ethoxyethylidene)-3-oxo-pentanoate